N,N'-diphenyl-N,N'-bis(4-tert-butylphenyl)pyrene-1,6-diamine C1(=CC=CC=C1)N(C1=CC=C2C=CC=3C(=CC=C4C=CC1=C2C34)N(C3=CC=C(C=C3)C(C)(C)C)C3=CC=CC=C3)C3=CC=C(C=C3)C(C)(C)C